C(=O)(OCC1C2=CC=CC=C2C2=CC=CC=C12)C(CCCCC)(N)N Fmoc-hexanediamine